ClC1=CC=2N(C=C1)C=NC2CC(=O)NC=2C(=NC=NC2)NCC=2N=C1N(C(=C(C=C1)C1CC1)F)C2 2-(7-chloroimidazo[1,5-a]pyridin-1-yl)-N-(4-(((6-cyclopropyl-5-fluoroimidazo[1,2-a]pyridin-2-yl)methyl)amino)pyrimidin-5-yl)acetamide